OC(CN(CCSCC[Si]1(O[Si](O[Si](O1)(C)CCSCCN(CC(CCCCCCCC)O)CC(CCCCCCCC)O)(C)CCSCCS(=O)(=O)O)C)CC(CCCCCCCC)O)CCCCCCCC 2-((2-(4,6-bis(2-((2-(bis(2-hydroxydecyl)amino)ethyl)thio)ethyl)-2,4,6-trimethyl-1,3,5,2,4,6-trioxatrisilinan-2-yl)ethyl)thio)ethane-1-sulfonic acid